4-(4-methoxypiperidin-1-yl)-formylbenzaldehyde COC1CCN(CC1)C1=CC(=C(C=O)C=C1)C=O